C1(=CC(=CC=C1)[Si](C1=CC=CC=C1)(C1=CC=CC=C1)Cl)C1=CC=CC=C1 [1,1'-biphenyl]-3-yl-chlorodiphenylsilane